OCC1CC2=CC(=C(C=C2C1)C(=O)OC)C(=O)OC dimethyl 2-(hydroxymethyl)-2,3-dihydro-1H-indene-5,6-dicarboxylate